2,3-dimethylcyclopropane-1-carboxamide, formate salt C(=O)O.CC1C(C1C)C(=O)N